C[Si](CCN1CCC(CC1)OCCOCCN)(C)C 2-trimethylsilylethyl-4-[2-(2-aminoethoxy)ethoxy]piperidine